2-trimethylsilyl-1,3-dithiane C[Si](C1SCCCS1)(C)C